ClC1=CC=C2C(=CC=NC2=C1)N1CCN(CC1)C(=O)C1CN(CCC1)C(=O)C1=CC=NC=C1 (4-(7-chloroquinolin-4-yl)piperazin-1-yl)(1-(pyridin-4-ylcarbonyl)piperidin-3-yl)methanone